CN1C[C@H](CCC1)[C@@H](O)C1=CC=2C(=NC(=CC2)C2=CC=3C(N=C2)=NN(C3)C)S1 (R)-((3S)-1-methyl-3-piperidinyl)(6-(2-methyl-2H-pyrazolo[3,4-b]pyridin-5-yl)thieno[2,3-b]pyridin-2-yl)methanol